BrC=1C=C2CCN(CC2=CC1OC)C(C(F)(F)F)=O 1-(6-bromo-7-methoxy-3,4-dihydroisoquinolin-2(1H)-yl)-2,2,2-trifluoroethanone